C1(CCCCC1)[C@@H]1N[C@@H](CC(C1)=O)C1CCCCC1 cis-2,6-dicyclohexylpiperidin-4-one